[Si](C)(C)(C(C)(C)C)OC[C@@H](N)C1=CC(=CC=C1)Cl (S)-2-((tert-Butyldimethylsilyl)oxy)-1-(3-chlorophenyl)ethan-1-amine